2-({[4-(Dimethylamino)butanoyl]oxy}methyl)-3-[(3-pentyloctanoyl)oxy]-2-{[(3-pentyloctanoyl)oxy]methyl}propyl heptyl nonanedioate C(CCCCCCCC(=O)OCCCCCCC)(=O)OCC(COC(CC(CCCCC)CCCCC)=O)(COC(CC(CCCCC)CCCCC)=O)COC(CCCN(C)C)=O